Tert-butyl (N-(5-((6,7-dimethoxyquinazolin-4-yl)(methyl)amino)pentyl)sulfamoyl)carbamate COC=1C=C2C(=NC=NC2=CC1OC)N(CCCCCNS(=O)(=O)NC(OC(C)(C)C)=O)C